2-fluoro-1-(3-(3-(6-(trifluoro-methyl)pyridin-3-yl)-1H-pyrazolo[4,3-b]pyridin-1-yl)-azetidin-1-yl)prop-2-en-1-one FC(C(=O)N1CC(C1)N1N=C(C2=NC=CC=C21)C=2C=NC(=CC2)C(F)(F)F)=C